biphenyldiglycidyl ether tetramethacrylate C(C(=C)C)(=O)O.C(C(=C)C)(=O)O.C(C(=C)C)(=O)O.C(C(=C)C)(=O)O.C1(=C2C(=CC=C1)C1C(COCC3C2O3)O1)C1=CC=CC=C1